O(C1=CN(C=CC1=O)CCCCCCCCCCCCCCCCCC)C1=CN(C=CC1=O)CCCCCCCCCCCCCCCCCC 3,3'-oxybis(N-octadecyl-pyridin-4-one)